CN(C1=CC2=C([C@@H](CCO2)CNC=2C=NC=CC2C(=O)O)C=C1)C1=CC=C(C=C1)C=1CCN(CC1)C 3-({[(4R)-7-{methyl-[4-(1-methyl-1,2,3,6-tetrahydropyridin-4-yl)phenyl]amino}-3,4-dihydro-2H-1-benzopyran-4-yl]methyl}amino)pyridine-4-carboxylic acid